FC1=C(C(=O)O)C=C(C=C1C=1SC(=CN1)C)O[C@H](C)[C@H](C)O 2-fluoro-5-(((2R,3S)-3-hydroxybutan-2-yl)oxy)-3-(5-methylthiazol-2-yl)benzoic acid